FC(C(=O)O)(F)F.NCC1CCN(CC1)C(=O)C1=C(C=C(C=C1)NC(=O)C=1N(C(=CN1)C1=C(C(=C(C=C1)OC)F)F)C)Cl N-[4-[4-(aminomethyl)piperidine-1-carbonyl]-3-chloro-phenyl]-5-(2,3-difluoro-4-methoxy-phenyl)-1-methyl-imidazole-2-carboxamide trifluoroacetate